methylene-6-((5-isopropyl-1-p-phenylbenzylimidazol-4-yl)methylene)piperazine-2,5-dione C=C1C(NC(C(N1)=O)=CC=1N=CN(C1C(C)C)CC1=CC=C(C=C1)C1=CC=CC=C1)=O